6-{[(1R,3R,5S)-8-[(3R)-1-benzylpiperidine-3-carbonyl]-8-azabicyclo[3.2.1]octan-3-yl]amino}-1,2-dihydroisoquinolin-1-one C(C1=CC=CC=C1)N1C[C@@H](CCC1)C(=O)N1[C@H]2CC(C[C@@H]1CC2)NC=2C=C1C=CNC(C1=CC2)=O